[C@@H]12CN(CC[C@H]2C1)CC1=CC2=C(C(N(C=C2C(F)(F)F)C2=CC(=CC=C2)C2(CCC2)C2=NN=CN2C)=O)N1 2-[[(1R,6R)-3-azabicyclo[4.1.0]hept-3-yl]methyl]-6-[3-[1-(4-methyl-1,2,4-triazol-3-yl)cyclobutyl]phenyl]-4-(trifluoromethyl)-1H-pyrrolo[2,3-c]pyridin-7-one